N[C@H]1CS(C2=C(N(C1=O)CC1=CC=C(C=C1)OCC1CCOCC1)C=C(C(=C2)F)C=2N=NN(N2)C(C)(C)C)(=O)=O (3R)-3-amino-7-(2-tert-butyltetrazol-5-yl)-8-fluoro-1,1-dioxo-5-[[4-(tetrahydropyran-4-ylmethoxy)phenyl]methyl]-2,3-dihydro-1λ6,5-benzothiazepin-4-one